trans-1-(6-(benzo[d][1,3]dioxazole-4-ylamino)pyrimidin-4-yl)-4-(3,4-dihydroisoquinolin-2(1H)-yl)piperidin-3-ol O1NOC2=C1C=CC=C2NC2=CC(=NC=N2)N2C[C@H]([C@@H](CC2)N2CC1=CC=CC=C1CC2)O